3-(1-cyclopentyl-5-(2,6-dimethoxyphenyl)-1H-pyrazole-3-carboxamido)-5-(4-fluorophenyl)pent-4-enoic acid tert-butyl ester C(C)(C)(C)OC(CC(C=CC1=CC=C(C=C1)F)NC(=O)C1=NN(C(=C1)C1=C(C=CC=C1OC)OC)C1CCCC1)=O